bromine benzo[G]quinoline N1=CC=CC2=CC3=C(C=C12)C=CC=C3.[Br]